C(#N)C(CNC=1C(=CC=C2C=CC(=CC12)C1=CC=CC(=N1)C(=O)NC1CCC(CC1)=O)OC)=C 6-{8-[(2-cyano-2-methylideneethyl)amino]-7-methoxynaphthalen-2-yl}-N-(4-oxocyclohexyl)pyridine-2-carboxamide